[N+](#[C-])CC1CCCCC1 isocyanomethylcyclohexane